[F].[Xe] xenon fluorine